C(C)(=O)OC(C#N)=C α-acetoxyacrylonitrile